N-(3-amino-3-methylbutyl)-4-(isopropylamino)-6-(1H-pyrazol-4-yl)-1,5-naphthyridine-3-carboxamide NC(CCNC(=O)C=1C=NC2=CC=C(N=C2C1NC(C)C)C=1C=NNC1)(C)C